methyl 1-(5-amino-2-fluoro-4-(4-methylpiperazin-1-yl)phenyl)-1H-1,2,3-triazole-4-carboxylate NC=1C(=CC(=C(C1)N1N=NC(=C1)C(=O)OC)F)N1CCN(CC1)C